CC1=CC(=C(C(=C1)C)C[C@@H](C(=O)O)N)C The molecule is a non-proteinogenic L-alpha-amino acid that is L-phenylalanine in which the phenyl ring is methylated at positions 2, 4 and 6. It is a 2,4,6-trimethylphenylalanine, a non-proteinogenic L-alpha-amino acid and a L-phenylalanine derivative. It is an enantiomer of a D-2,4,6-trimethylphenylalanine.